N-(6-methyl-2-(3-(piperidin-4-yl)indolin-1-yl)pyrimidin-4-yl)-1H-indazol-5-amine CC1=CC(=NC(=N1)N1CC(C2=CC=CC=C12)C1CCNCC1)NC=1C=C2C=NNC2=CC1